C(C)(=O)N1CCN(CC1)C=1C=C(C(=NC1)N1N=CC(=C1)C(=O)NC1=CC(=CC(=C1)S(=O)(=O)C)Br)C 1-(5-(4-acetylpiperazin-1-yl)-3-methylpyridin-2-yl)-N-(3-bromo-5-(methylsulfonyl)phenyl)-1H-pyrazole-4-carboxamide